C(C(O)C1=CC=CC=C1)(=O)O.O(C1=CC=CC=C1)CC(=O)NC=1C=C2C=3CC(CCC3NC2=CC1)NCCC1=C(C=CC=C1)Cl 6-(phenoxyacetyl)amino-3-(1-(2-chlorophenyl)eth-2-yl)amino-1,2,3,4-tetrahydro-9H-carbazole mandelate